C(C)(C)OC=1C=CC2=C(NC(=N2)CC#N)C1 2-(6-isopropoxy-1H-benzo[d]imidazol-2-yl)acetonitrile